ClC1=C(C(=CC=C1)C1=NC2=C(N1)C=C(C(=C2)F)OC)C=2C(=CC(=CC2)C(NCCCN(C)C)=O)C(=O)O (S)-2'-chloro-4-{[3-(dimethylamino)propyl]carbamoyl}-6'-(5-fluoro-6-methoxy-1H-1,3-benzodiazol-2-yl)-[1,1'-biphenyl]-2-carboxylic acid